3',4'-dichloro-5-fluoro-1,1'-biphenyl-2-amine ClC=1C=C(C=CC1Cl)C=1C(=CC=C(C1)F)N